C1(=CC=CC=C1)[Si](C=1C(=C(C(=C(C1[2H])[2H])[2H])OB(O)O)[2H])(C1=CC=CC=C1)C1=CC=CC=C1 (3-(triphenylsilyl)phenyl-2,4,5,6-d4)boric acid